tetramethyl-N''-butylguanidine propionate C(CC)(=O)O.CN(C(N(C)C)=NCCCC)C